[Si](C)(C)(C(C)(C)C)O[C@H](C(=O)OCC)CC1=C(C=CC=C1)OCC1=NC(=NC=C1)C1CCOCC1 |r| ethyl rac-(2S)-2-[tert-butyl(dimethyl)silyl]oxy-3-[2-[(2-tetrahydropyran-4-ylpyrimidin-4-yl)methoxy]phenyl]propanoate